FC(C=1C(=NC=CC1)CN1C(C(=CC=2C1=NC(=CN2)C)N2CCN(CC2)C2=C(C=CC=C2C)F)=O)F 5-((3-(difluoromethyl)pyridin-2-yl)methyl)-7-(4-(2-fluoro-6-methylphenyl)piperazin-1-yl)-3-methylpyrido[2,3-b]pyrazin-6(5H)-one